4-(5-butyl-2-(4-methoxyphenyl)pyridin-3-yl)furan-2-carboxylic acid C(CCC)C=1C=C(C(=NC1)C1=CC=C(C=C1)OC)C=1C=C(OC1)C(=O)O